NC1=C(C(=NN1C1(CC1)C)C1=C(C=C(C=C1)Br)F)C#N 5-amino-3-(4-bromo-2-fluorophenyl)-1-(1-methylcyclopropyl)pyrazole-4-carbonitrile